1,4-butanediol dipropionate C(CC)(=O)OCCCCOC(CC)=O